6-fluoro-N-methyl-N-(4-(4-methyl-4H-1,2,4-triazol-3-yl)benzyl)-2H-benzopyran-3-carboxamide FC=1C=CC2=C(C=C(CO2)C(=O)N(CC2=CC=C(C=C2)C2=NN=CN2C)C)C1